C(C1=CC=CC=C1)O[C@@H]1[C@@H](CO[C@@H]([C@@H]1OCC1=CC=CC=C1)COCC1=CC=CC=C1)N (3R,4R,5R,6R)-4,5-bis(benzyloxy)-6-((benzyloxy)methyl)tetrahydro-2H-pyran-3-amine